I[C-]1C=CC=C1.[CH-]1C=CC=C1.[Fe+2] monoiodoferrocene